C(#N)C=1C=C(C=NC1)[C@H]1N(OCC1)C(=O)C1CCN(CC1)C1=NC=C(C(=N1)OCC(=O)O)F 2-[2-[4-[(3S)-3-(5-Cyano-3-pyridyl)isoxazolidine-2-carbonyl]-1-piperidyl]-5-fluoro-pyrimidin-4-yl]oxyacetic acid